NC([C@H](C[C@H]1C(NCC1)=O)NC(=O)[C@H]1N(CC2(C1)CCCC2)C([C@H](C(C)(C)C)NC(C(F)(F)F)=O)=O)=O (S)-N-((S)-1-amino-1-oxo-3-((S)-2-oxopyrrolidin-3-yl)propan-2-yl)-2-((S)-3,3-dimethyl-2-(2,2,2-trifluoroacetylamino)butyryl)-2-azaspiro[4.4]nonane-3-carboxamide